(2S,3S)-ethyl 3-((2-chloro-6-phenylpyrimidin-4-yl)amino)bicyclo[2.2.2]octane-2-carboxylate ClC1=NC(=CC(=N1)N[C@@H]1[C@H](C2CCC1CC2)C(=O)OCC)C2=CC=CC=C2